1-(2-chloroethoxy)ethyl ether ClCCOC(C)OC(C)OCCCl